FC(S(=O)(=O)OC1=C(OCC1)C)(F)F 2-methyl-4,5-dihydrofuran-3-yl trifluoromethanesulfonate